ethyl 4-amino-6-chloro-5-methyl-pyridine-3-carboxylate NC1=C(C=NC(=C1C)Cl)C(=O)OCC